(S)-N-(3-(2-((2-fluoro-3-(methylsulfonyl)phenyl)amino)-5-methyl-pyrimidin-4-yl)-1H-indol-7-yl)-3-methoxy-2-((3S,5S)-3,4,5-trimethylpiperazin-1-yl)propanamide FC1=C(C=CC=C1S(=O)(=O)C)NC1=NC=C(C(=N1)C1=CNC2=C(C=CC=C12)NC([C@H](COC)N1C[C@@H](N([C@H](C1)C)C)C)=O)C